ethyl 1-acetyl-3-(2-ethoxyethoxy)-1H-pyrazole-4-carboxylate C(C)(=O)N1N=C(C(=C1)C(=O)OCC)OCCOCC